(R)-3-(3-(2-(5-((4,6-Difluoro-1H-indol-5-yl)oxy)-2-fluorophenyl)-4,5,6,7-tetrahydro-3H-imidazo[4,5-c]pyridin-4-yl)-2-fluorophenyl)propanoic acid FC1=C2C=CNC2=CC(=C1OC=1C=CC(=C(C1)C1=NC2=C([C@H](NCC2)C=2C(=C(C=CC2)CCC(=O)O)F)N1)F)F